6-amino-3-methyl-1,3-benzoxazol-2-one NC1=CC2=C(N(C(O2)=O)C)C=C1